C(#N)C=1C=NN(C1NC(CC1CC1)=O)C N-(4-cyano-1-methyl-1H-pyrazol-5-yl)-2-cyclopropylacetamide